CC=1N(C(=CN1)[N+](=O)[O-])CC1CO1 2-methyl-5-nitro-1-(2,3-epoxypropyl)-imidazole